OC1=CC=C(C=C1)C(C(=O)O)N (4-hydroxyphenyl)(amino)acetic acid